C(C=C)(=O)O.C(C=C)OCC=C monoallylether acrylate